Cl/C/1=C(/C(=O)OC1=O)\Cl dichloromaleic anhydride